C(C)(C)(C)OC(N[C@H](C)C1=C(C(=CC(=C1)F)F)OCCCCN1C(C2=CC=CC=C2C1=O)=O)=O (R)-1-(2-(4-(1,3-dioxoisoindolin-2-yl)butoxy)-3,5-difluorophenyl)ethylcarbamic acid tert-butyl ester